3-(2-carboxyvinyl)phenyltitanium borate B([O-])([O-])[O-].C(=O)(O)C=CC=1C=C(C=CC1)[Ti+3]